(R)-4-(2-(3-fluoro-4-methylphenyl)-2H-pyrazolo[3,4-d]pyrimidin-4-yl)-N-((3-fluorobenzo[b]thiophen-5-yl)methyl)-1-methylpiperazine-2-carboxamide FC=1C=C(C=CC1C)N1N=C2N=CN=C(C2=C1)N1C[C@@H](N(CC1)C)C(=O)NCC1=CC2=C(SC=C2F)C=C1